1-benzoyl-cyclohexanol C(C1=CC=CC=C1)(=O)C1(CCCCC1)O